2-(4-chloro-3-fluorophenyl)-2-oxoacetaldehyde ClC1=C(C=C(C=C1)C(C=O)=O)F